FC=1C=C(C=C(C1)F)N(C(N(C)C1=CC=2OC(C(=CC2S1)C(=O)O)=O)=O)C 2-(3-(3,5-difluorophenyl)-1,3-dimethylureido)-5-oxo-5H-thieno[3,2-b]pyran-6-carboxylic acid